N[C@H](C(=O)O)CC=1C=NC(=CC1)N1CCN(CC1)S(=O)(=O)C (S)-2-amino-3-(6-(4-(methylsulfonyl)piperazin-1-yl)pyridin-3-yl)propanoic acid